(S)-N-((4-carbamimidoylthiophen-2-yl)methyl)-7-((2',5'-difluoro-[1,1'-biphenyl]-4-carbonyl)glycyl)-1,4-dioxa-7-azaspiro[4.4]nonane-8-carboxamide C(N)(=N)C=1C=C(SC1)CNC(=O)[C@H]1N(CC2(OCCO2)C1)C(CNC(=O)C1=CC=C(C=C1)C1=C(C=CC(=C1)F)F)=O